CC1C(C(CCC1)C)N1C(C=CC1=O)=O N-(2,6-dimethylcyclohexyl)maleimide